C1=CC=C(C=2OC3=C(C21)C=CC=C3)C3=CC=C(N)C=C3 4-(dibenzo[b,d]furan-4-yl)aniline